Cl.NCCN1CC(NC(C1)=O)=O 4-(2-aminoethyl)piperazine-2,6-dione, hydrochloride